3-((7,8-dichloro-4-(1H-imidazol-1-yl)quinolin-2-yl)(isopropyl)amino)propan-1-ol ClC1=CC=C2C(=CC(=NC2=C1Cl)N(CCCO)C(C)C)N1C=NC=C1